5-amino-3-(4-bromophenyl)-1-(2,2,2-trifluoroethyl)pyrazole-4-carbonitrile NC1=C(C(=NN1CC(F)(F)F)C1=CC=C(C=C1)Br)C#N